3-(6-Aminopyridin-3-yl)-2-(4-(4-methyl-4H-1,2,4-triazol-3-yl)piperidin-1-yl)benzonitrile NC1=CC=C(C=N1)C=1C(=C(C#N)C=CC1)N1CCC(CC1)C1=NN=CN1C